FC1=C(C=C(C=C1)F)C1=CC(=C(C=C1)O[C@H](C(=O)OC(C)C)[C@@H]1OC(OC1)(C)C)[N+](=O)[O-] isopropyl (S)-2-((2',5'-difluoro-3-nitro-[1,1'-biphenyl]-4-yl)oxy)-2-((R)-2,2-dimethyl-1,3-dioxolan-4-yl)acetate